1-(4-(4-(4-(7-((3,5-dimethoxyphenyl)amino)-quinoxalin-2-yl)-1H-pyrazol-1-yl)piperidine-1-carbonyl)piperidin-1-yl)prop-2-en-1-one COC=1C=C(C=C(C1)OC)NC1=CC=C2N=CC(=NC2=C1)C=1C=NN(C1)C1CCN(CC1)C(=O)C1CCN(CC1)C(C=C)=O